ClC1=CC2=C(C(N(C=C2C=2C(=CN(C(C2)=O)C)C=2C=NC=CC2)C)=O)N1S(=O)(=O)C1=CC=C(C=C1)C 4-[2-chloro-6-methyl-1-(4-methylbenzenesulfonyl)-7-oxopyrrolo[2,3-c]pyridin-4-yl]-1-methyl-[3,3'-bipyridin]-6-one